Cl.FCC1CN(C1)CCO 2-[3-(Fluoromethyl)azetidin-1-yl]ethan-1-ol hydrochloride